(Z)-N-(1-(4-bromophenyl)-2,2-difluoroethylidene)-2-methylpropane-2-sulfinamide BrC1=CC=C(C=C1)/C(/C(F)F)=N/S(=O)C(C)(C)C